3-methyl-5-nitropyridin-2-yl thiocarbamate C(N)(OC1=NC=C(C=C1C)[N+](=O)[O-])=S